OB1OCC2(C1)CCNCC2 3-hydroxy-2-oxa-8-aza-3-boraspiro[4.5]decane